Ethyl 1-(2-(trifluoromethoxy)ethyl)-1H-pyrazole-4-carboxylate FC(OCCN1N=CC(=C1)C(=O)OCC)(F)F